BrC1=CC=2C3=C(NC2C=C1)C(=NC(=N3)Cl)N3CCC(CC3)CP(OC3=CC=CC=C3)(OC3=CC=CC=C3)=O diphenyl ((1-(8-bromo-2-chloro-5H-pyrimido[5,4-b]indol-4-yl)piperidin-4-yl)methyl)phosphonate